ClC(C(=O)N1C(O[C@H](C1)C=1OC=CC1)(C)C)Cl |r| (RS)-3-(dichloroacetyl)5-(2-furanyl)2,2-dimethyl-1,3-oxazolidine